(1R,3R,5R)-N-((R)-(4-chloro-2,5-difluorophenyl)(3-oxetanyl)methyl)-2-((6-(trifluoromethyl)-4-pyrimidinyl)carbonyl)-2-azabicyclo[3.1.0]hexane-3-carboxamide ClC1=CC(=C(C=C1F)[C@H](NC(=O)[C@@H]1N([C@@H]2C[C@@H]2C1)C(=O)C1=NC=NC(=C1)C(F)(F)F)C1COC1)F